2-{4-[4-({2-[(2H3)methyloxy](2H4)ethyl}oxy)phenyl](2H8)piperazin-1-yl}(2H4)ethanol C(OC(C(OC1=CC=C(C=C1)N1C(C(N(C(C1([2H])[2H])([2H])[2H])C(C(O)([2H])[2H])([2H])[2H])([2H])[2H])([2H])[2H])([2H])[2H])([2H])[2H])([2H])([2H])[2H]